FC1=C(C=C(C=C1)F)[C@@H]1N(CCC1)C1=NC=2N(C=C1)N=CC2C(=O)NC(CO)CO 5-((R)-2-(2,5-difluorophenyl)pyrrolidin-1-yl)-N-(1,3-dihydroxypropan-2-yl)pyrazolo[1,5-a]pyrimidine-3-carboxamide